5-Ethyl-6-fluoro-1-(tetrahydro-2H-pyran-2-yl)-1H-benzo[f]indazol-4-ol C(C)C1=C(C=CC=2C1=C(C=1C=NN(C1C2)C2OCCCC2)O)F